(([1,1'-biphenyl]-4-ylmethyl)amino)acetonitrile C1(=CC=C(C=C1)CNCC#N)C1=CC=CC=C1